5-Isopropoxy-N,N-dimethyl-2-(N-((3-methylpyridin-2-yl)carbamothioyl)carbamimidoyl)isonicotinamide C(C)(C)OC1=CN=C(C=C1C(=O)N(C)C)C(NC(NC1=NC=CC=C1C)=S)=N